FC1(CCN(CC1)C(=O)C1=CC=C2N=CC(=NC2=C1)C1=CC(N(C=C1)C)=O)F 4-(7-((4,4-difluoro-1-piperidinyl)carbonyl)-2-quinoxalinyl)-1-methyl-2(1H)-pyridinone